FC=1C=NC(=NC1)N/N=C(\C)/C#C[Si](C)(C)C (E)-5-fluoro-2-(2-(4-(trimethylsilyl)but-3-yn-2-ylidene)hydrazino)pyrimidine